4-(3-(2-(dimethylamino)ethyl)-1H-indol-1-yl)-2,2-dimethyl-4-oxobutanoic Acid HCl Salt Cl.CN(CCC1=CN(C2=CC=CC=C12)C(CC(C(=O)O)(C)C)=O)C